N-(3-chloro-4-fluorophenyl)-7-(1-methyl-1H-imidazol-4-yl)-6-(piperidin-4-yloxy)quinazolin-4-amine hydrobromide Br.ClC=1C=C(C=CC1F)NC1=NC=NC2=CC(=C(C=C12)OC1CCNCC1)C=1N=CN(C1)C